5-[4-(3,3-Difluoro-4,4-dimethyl-pyrrolidin-1-yl)thieno[2,3-b]pyridin-2-yl]-1H-pyrimidine-2,4-dione FC1(CN(CC1(C)C)C1=C2C(=NC=C1)SC(=C2)C=2C(NC(NC2)=O)=O)F